NC(C#N)C=1C2=C(C=NC1)N=C(S2)[Si](C(C)C)(C(C)C)C(C)C 2-amino-2-(2-triisopropylsilylthiazolo[4,5-c]pyridin-7-yl)acetonitrile